C(C)(CC)N([Si](O[SiH3])(C)C)C(C)CC 1-di-secbutylamino-1,1-dimethyl-disiloxane